isoamyl-2-furancarboxylate C(CC(C)C)OC(=O)C=1OC=CC1